(3-hydroxyphenyl)-N-propyl-2-(4-(trifluoromethyl)phenyl)Azole-4-carboxamide OC=1C=C(C=CC1)C1=C(NC=C1C(=O)NCCC)C1=CC=C(C=C1)C(F)(F)F